C1(CCC1)CC=1N=CC2=C(N1)NC=C2C=2C=CC=1N(C2)C(=CN1)F 2-(cyclobutylmethyl)-5-(3-fluoroimidazo[1,2-a]pyridin-6-yl)-7H-pyrrolo[2,3-d]pyrimidine